COC([C@H](COC1(N(C(C2=CC(=CC(=C12)F)Br)=O)CC1=NC=C(C=C1)Cl)C1=CC=C(C=C1)Cl)C)=O (2S)-3-{[5-bromo-1-(4-chlorophenyl)-2-[(5-chloropyridin-2-yl)methyl]-7-fluoro-3-oxo-2,3-dihydro-1H-isoindol-1-yl]oxy}-2-methylpropionic acid methyl ester